N-[4-(2-chlorophenoxy)phenyl]-7H-pyrrolo[2,3-d]pyrimidin-4-amine ClC1=C(OC2=CC=C(C=C2)NC=2C3=C(N=CN2)NC=C3)C=CC=C1